OC1CCCC12CCC1=CC=C(C=C21)C(=O)O 2-hydroxy-2',3'-dihydrospiro[cyclopentane-1,1'-indene]-6'-carboxylic acid